(S)-2,2-bis(diphenylphosphino)-6,6'-dimethoxy-1,1'-biphenyl C1(=CC=CC=C1)P(C1(C(=C(C=CC1)OC)C1=CC=CC=C1OC)P(C1=CC=CC=C1)C1=CC=CC=C1)C1=CC=CC=C1